BrC=1C(=C(C=C2CN(C(C12)=O)C1CCC(CC1)CO)NC(=O)C1=NC(=CC=C1)C(F)(F)F)OC N-[7-bromo-2-[4-(hydroxymethyl)cyclohexyl]-6-methoxy-1-oxo-isoindolin-5-yl]-6-(trifluoromethyl)pyridine-2-carboxamide